BrC1=C(C(=C(C(=C1F)F)F)F)S(=O)(=O)N(CC(=O)O)CC1=C(C=CC=C1)F N-((2-bromo-3,4,5,6-tetrafluorophenyl)sulfonyl)-N-(2-fluorobenzyl)glycine